N-(Cyclohexylmethyl)-6-(2,3-dihydro-1,4-benzodioxin-6-yl)-4-oxo-4,5-dihydropyrazolo[1,5-a]-pyrazine-2-carboxamide C1(CCCCC1)CNC(=O)C1=NN2C(C(NC(=C2)C2=CC3=C(OCCO3)C=C2)=O)=C1